Tris-propane HCl Cl.CCC.CCC.CCC